2-methylthieno[3,2-b]pyridine-5-carbonitrile CC1=CC2=NC(=CC=C2S1)C#N